CC1(OC2=CC(=CC=C2C(C1)C1=CC=C(C=C1)O)O)C1=C(C=C(C=C1)O)O 2-methyl-2-(2,4-dihydroxyphenyl)-4-(4-hydroxyphenyl)-7-hydroxychromane